(S)-3-fluoro-2-((2-methylpyrrolidin-2-yl)methoxy)pyridine FC=1C(=NC=CC1)OC[C@]1(NCCC1)C